The molecule is an organic sodium salt that is the disodium salt of 4-[(7-phenyl-3-sulfobenzo[a]phenazin-7-ium-5-yl)amino]benzene-1,3-disulfonic acid. It has a role as a histological dye. It contains an azocarmine B(2-). C1=CC=C(C=C1)[N+]2=C3C=C(C4=C(C3=NC5=CC=CC=C52)C=CC(=C4)S(=O)(=O)[O-])NC6=C(C=C(C=C6)S(=O)(=O)[O-])S(=O)(=O)[O-].[Na+].[Na+]